C(C)(=O)NCCCCN1N=CC(=C1)C=1NC=CC1 2-(1-(4-acetamidobutyl)-1H-pyrazol-4-yl)-1H-pyrrole